2-amino-3-cyclopropoxyphenol NC1=C(C=CC=C1OC1CC1)O